4-(9-(pyridin-3-yl)-6-(3-(m-tolyl)-1H-pyrazol-1-yl)-9H-purin-2-yl)morpholine N1=CC(=CC=C1)N1C2=NC(=NC(=C2N=C1)N1N=C(C=C1)C=1C=C(C=CC1)C)N1CCOCC1